(E)-3-(2,3-Dihydrobenzofuran-yl)-1-(1,3-dithian-2-yl)-2-(3-methoxyphenyl)prop-2-en-1-one O1C(CC2=C1C=CC=C2)/C=C(/C(=O)C2SCCCS2)\C2=CC(=CC=C2)OC